2-(E)-benzylidene-1-cyclopentanone C(/C1=CC=CC=C1)=C/1\C(CCC1)=O